Cl.N1CC(C1)OC1=CC(=NC=C1)Br 4-(azetidin-3-yloxy)-2-bromopyridine hydrochloride